N-(2-((2-(7-(1,2-dihydroxyethyl)-2-methoxyquinoxalin-5-yl)-4-methylbenzo[d]thiazol-6-yl)oxy)ethyl)-4-fluorobenzenesulfonamide OC(CO)C1=CC(=C2N=CC(=NC2=C1)OC)C=1SC2=C(N1)C(=CC(=C2)OCCNS(=O)(=O)C2=CC=C(C=C2)F)C